5-(4-methylquinazolin-2-yl)pyridine CC1=NC(=NC2=CC=CC=C12)C=1C=CC=NC1